Dicyclohexyl-(2',4',6'-trimethoxy[1,1'-biphenyl]-2-yl)-phosphine C1(CCCCC1)P(C1=C(C=CC=C1)C1=C(C=C(C=C1OC)OC)OC)C1CCCCC1